C(C1=CC=CC=C1)(=O)[C@@]12[C@@](N(C=3C=CC=CC13)C(C)=O)(C[C@@H]2C2=NC=CC=C2)CC 1-((1S,2aS,7bR)-7b-benzoyl-2a-ethyl-1-(pyridin-2-yl)-1,2,2a,7b-tetrahydro-3H-cyclobuta[b]indol-3-yl)ethan-1-one